ClC1=C(C=C2C(=CNC2=C1)C(=O)O)C1=CC=C(C=C1)C1(CCC1)O 6-chloro-5-[4-(1-hydroxycyclobutyl)phenyl]-1H-indol-3-carboxylic acid